methyl 2,3,4,5-tetrahydro-1H-benzo[d]azepine-2-carboxylate C1C(NCCC2=C1C=CC=C2)C(=O)OC